C(CCCCCCC=CCC=C)O dodecan-8,11-dien-1-ol